(±)-(1-Propylpiperidin-4-yl)(8-(4-(trifluoromethyl)phenyl)-1,3,4,5-tetrahydro-2H-1,5-methanobenzo[c]azepin-2-yl)methanone C(CC)N1CCC(CC1)C(=O)N1C2C3=C(C(CC1)C2)C=CC(=C3)C3=CC=C(C=C3)C(F)(F)F